5-Methyl-1-[rac-(5S,7S)-7-fluoro-5-phenyl-6,7-dihydro-5H-pyrrolo[1,2-b][1,2,4]triazol-2-yl]benzotriazole CC1=CC2=C(N(N=N2)C=2N=C3N(N2)[C@@H](C[C@@H]3F)C3=CC=CC=C3)C=C1 |r|